7-(((Trifluoromethyl)sulfonyl)oxy)-4-azaspiro[2.5]oct-6-ene-4-carboxylic acid tert-butyl ester C(C)(C)(C)OC(=O)N1C2(CC2)CC(=CC1)OS(=O)(=O)C(F)(F)F